The molecule is a thirty-two membered mycolic acid consisting of 3-hydroxystearic acid having a tetradecyl group at the 2-position. It is a mycolic acid and a 3-hydroxy fatty acid. CCCCCCCCCCCCCCCC(C(CCCCCCCCCCCCCC)C(=O)O)O